N,N,N'-Trimethyl-N'-(2-hydroxyethyl)propylendiamin CN(CC(C)N(CCO)C)C